C(C)OC(C(OCC)N1C(C(C2=CC=C3C(=C12)C=CC=C3)(C)C)=C)N3C(C(C1=CC=C2C(=C31)C=CC=C2)(C)C)=C 1,1'-(1,2-Bis(ethoxy)ethane-diyl)bis(2-methylene-3,3-dimethyl-1H-benzindole)